vinyl 2-furoate (vinyl-2-furoate) C(=C)C1=C(OC=C1)C(=O)O.O1C(=CC=C1)C(=O)OC=C